C1(CC1)N(CCC(C(=O)O)NC(=O)OC1CCC2=CC=C(C=C12)F)CCCCC1=NC=2NCCCC2C=C1 4-[cyclopropyl-[4-(5,6,7,8-tetrahydro-1,8-naphthyridin-2-yl)butyl]amino]-2-[(6-fluoroindan-1-yl)oxycarbonylamino]butanoic acid